CC(C[C@@H]1CN(CCC1)C)(C)NC(OCC1=CC=CC=C1)=O benzyl (R)-(2-methyl-1-(1-methylpiperidin-3-yl)propan-2-yl)carbamate